tert-Butyl 1-(5-amino-3-methyl-2,6-dioxo-1,2,3,6-tetrahydropyrimidin-4-ylamino)-1-oxo-3-phenylpropan-2-ylcarbamate NC1=C(N(C(NC1=O)=O)C)NC(C(CC1=CC=CC=C1)NC(OC(C)(C)C)=O)=O